2-(4-(4-benzenesulfonylaminocyclohexylmethyl)piperazin-1-yl)-6-(trifluoromethyl)-8-nitro-benzothiopyran-4-one C1(=CC=CC=C1)S(=O)(=O)NC1CCC(CC1)CN1CCN(CC1)C=1SC2=C(C(C1)=O)C=C(C=C2[N+](=O)[O-])C(F)(F)F